FC1(CCN(CC1)C1=NC(=CC2=C1N=CN2C)NC(C2=C(C=C(C=C2)NS(=O)(=O)CCO)N2CCC1(CC1)CC2)=O)F N-(4-(4,4-difluoropiperidin-1-yl)-1-methyl-1H-imidazolo[4,5-c]pyridin-6-yl)-4-((2-hydroxyethyl)sulfonamido)-2-(6-azaspiro[2.5]octan-6-yl)benzamide